C(=CCCCCCCCCC)O undecen-ol